bis-diethylaminohydroxybenzoate C(C)N(CC)C1=C(C(=C(C(=O)[O-])C=C1)O)N(CC)CC